2-(7-methyl-1H-benzo[d]imidazol-2-yl)acetonitrile CC1=CC=CC2=C1NC(=N2)CC#N